4-methoxy-3-((4-(methylsulfonyl)phenoxy)methyl)piperidine COC1C(CNCC1)COC1=CC=C(C=C1)S(=O)(=O)C